ClC=1C=C(C=CC1F)NN 3-chloro-4-fluorophenylhydrazine